(R)-4-(3-fluoro-4-(5-(trifluoromethyl)-1,2,4-oxadiazol-3-yl)phenyl)-5-phenylmorpholin-3-one FC=1C=C(C=CC1C1=NOC(=N1)C(F)(F)F)N1C(COC[C@H]1C1=CC=CC=C1)=O